8-[3-(4,4-difluoropiperidine-1-carbonyl)-8-quinolyl]pyrido[1,2-a]pyrimidin-4-one FC1(CCN(CC1)C(=O)C=1C=NC2=C(C=CC=C2C1)C1=CC=2N(C(C=CN2)=O)C=C1)F